[N+](=O)([O-])C1=CC=C(C(=C1)C1=CC=CC=C1)C(=O)OC methyl 5-nitro-[1,1'-biphenyl]-2-carboxylate